ClC1=C(OC2=C(C(=O)N)C=CC=N2)C=CC(=C1)CC(=O)NC1=NC2=C(N1CC1CC1)C=C(C=C2)F 2-(2-chloro-4-(2-((1-(cyclopropylmethyl)-6-fluoro-1H-benzo[d]imidazol-2-yl)amino)-2-oxoethyl)phenoxy)nicotinamide